(2S)-N-{3-[2-(4-chloro-3-fluorophenoxy)acetamido]bicyclo[1.1.1]pent-1-yl}-6,7-difluoro-4-oxo-3,4-dihydro-2H-1-benzopyran-2-carboxamide ClC1=C(C=C(OCC(=O)NC23CC(C2)(C3)NC(=O)[C@H]3OC2=C(C(C3)=O)C=C(C(=C2)F)F)C=C1)F